(2-(4-(1-(4-chloro-3-fluorophenyl)-3,3-dimethyl-2,3-dihydro-1H-pyrrolo[3,2-b]pyridine-5-carbonyl)-3,3-dimethylpiperazin-1-yl)thiazole-4-carbonyl)glycine ethyl ester C(C)OC(CNC(=O)C=1N=C(SC1)N1CC(N(CC1)C(=O)C1=CC=C2C(=N1)C(CN2C2=CC(=C(C=C2)Cl)F)(C)C)(C)C)=O